C(C)N(C(=O)C1=CC=C(C=C1)B(O)O)CC 4-(diethylcarbamoyl)-phenylboronic acid